NC=1N=C2N(C=C(C=C2)C2=C3C=CNC3=CC(=C2)F)C1C(=O)[C@H]1[C@H](C1)F (2-amino-6-(6-fluoro-1H-indol-4-yl)imidazo[1,2-a]pyridin-3-yl)((1s,2s)-2-fluorocyclopropyl)methanone